CS(=O)(=O)CC(C)O 1-(methylsulfonyl)propan-2-ol